N1(CCC1)C(=O)OOC=1C=NC(=CC1)Br ((6-bromo-3-pyridinyl) oxy) azetidine-1-carboxylate